4-methoxy-3',6'-dihydro-[2,4'-bipyridine]-1'(2'H)-carboxylic acid tert-butyl ester C(C)(C)(C)OC(=O)N1CCC(=CC1)C1=NC=CC(=C1)OC